9,10-bis(p-methoxyphenyl)anthracene COC1=CC=C(C=C1)C=1C2=CC=CC=C2C(=C2C=CC=CC12)C1=CC=C(C=C1)OC